C1=CN(C(=O)N=C1NN)[C@H]2[C@@H]([C@@H]([C@H](O2)CO)O)O N4-aminocytidine